NC=1N=CC(=NC1OC=1C=NN(C1)C1CCN(CC1)C)C1=CC(=C(C(=C1)C)C1(COC1)O)C 3-(4-(5-amino-6-((1-(1-methylpiperidin-4-yl)-1H-pyrazol-4-yl)oxy)pyrazin-2-yl)-2,6-dimethylphenyl)oxetan-3-ol